indium iron bismuth [Bi].[Fe].[In]